3-(1-(2-hydroxyl-2-methylpropyl)-1H-pyrazol-4-yl)-5-(4-methylpyrid-3-yl)-1H-pyrazolo[4,3-c]pyridazin-6(5H)-one OC(CN1N=CC(=C1)C1=NNC=2C1=NN(C(C2)=O)C=2C=NC=CC2C)(C)C